FC(C1OCCC(C1)NC(N)=O)(F)F 3-[2-(trifluoro-methyl)oxan-4-yl]urea